cyclopentylthiazole-5-carbaldehyde C1(CCCC1)C=1SC(=CN1)C=O